C(#N)C=1N=CC=C2C1N(C(=C2)C(=O)NC21CC(C2)(C1)F)C 7-cyano-N-{3-fluorobicyclo[1.1.1]pentan-1-yl}-1-methylpyrrolo[2,3-c]pyridine-2-carboxamide